3-(bromomethyl)oxetane-3-aldehyde BrCC1(COC1)C=O